C(C1=CC(=CC=C1)NC(N(C)C)=O)C1=CC(=CC=C1)NC(N(C)C)=O 3'-[methylenebis-(1,3-phenylene)]bis(1,1-dimethylurea)